NC1=NC=CC=C1C1=NC=2C(=NC(=CC2)C2CC2)N1C=1C=C2CC[C@@H](C2=CC1)NC(C1=CC(=C(C=C1)O)C=O)=O N-[(1S)-5-[2-(2-aminopyridin-3-yl)-5-cyclopropylimidazo[4,5-b]pyridin-3-yl]-2,3-dihydro-1H-inden-1-yl]-3-formyl-4-hydroxybenzamide